C(C=C)(=O)N1CCN(CC1)[C@@H](CC1CC1)C1=CC=C(C=C1)[C@H](C)NC1=NC=C2C=CC(N(C2=C1)C(C)C)=O 7-[[(1S)-1-[4-[(1S)-1-(4-acryloylpiperazin-1-yl)-2-cyclopropylethyl]phenyl]ethyl]amino]-1-(propan-2-yl)-1,6-naphthyridin-2(1H)-one